(Z)-2-cyano-3-(3,4-dihydroxyphenyl)-3-phenyl-N-(4-phenylthiazol-2-yl)acrylamide C(#N)/C(/C(=O)NC=1SC=C(N1)C1=CC=CC=C1)=C(\C1=CC=CC=C1)/C1=CC(=C(C=C1)O)O